3,3-dimethylthietan-2-one CC1(C(SC1)=O)C